ClC(=C[C@@H]1C([C@@H]1C(=O)OC)(C)C)C(F)(F)F (1R,3R)-Methyl 3-(2-chloro-3,3,3-trifluoroprop-1-en-1-yl)-2,2-dimethylcyclopropane-1-carboxylate